methyl 1-[(2-methoxy-3-pyridyl)methyl]-4-oxo-cyclohexanecarboxylate COC1=NC=CC=C1CC1(CCC(CC1)=O)C(=O)OC